(3aR,10aR)-8-((4-fluoro-3-methylphenyl)carbamoyl)-7-methyl-3a,4,10,10a-tetrahydro-1H,7H-dipyrrolo[3,4-c:3',4'-g][1,6,2]dithiazocine-2(3H)-carboxylic acid ethyl ester 5,5-dioxide C(C)OC(=O)N1C[C@@H]2NS(C=3C(SC[C@@H]2C1)=C(N(C3)C)C(NC3=CC(=C(C=C3)F)C)=O)(=O)=O